N1=C2C(=CC=C1)C=CC1=C(C2)C=CC=C1 11H-benzo[5,6]cyclohepta[1,2-b]pyridin